N-naphthylamine C1(=CC=CC2=CC=CC=C12)N